1-(trans-3-methoxycyclobutyl)-3-methyl-1H-imidazo[4,5-c]cinnolin-2(3H)-one CO[C@@H]1C[C@H](C1)N1C(N(C=2N=NC=3C=CC=CC3C21)C)=O